N1C(=NC2=C1C=CC=C2)C2=CC(=CC(=C2)C2=NC1=C(N2)C=CC=C1)C1=NC2=C(N1)C=CC=C2 1,3,5-tris(1H-benzo[d]imidazol-2-yl)benzene